carbene carbon C=[C]